CC=1C(=NC(=NC1)NC=1C=CC(=NC1)N1[C@H]2CO[C@@H](C1)C2)NC=2C=CC1=C(NC(O1)=O)C2 methyl-N2-{2-[(1R,4R)-2-oxa-5-azabicyclo[2.2.1]hept-5-yl]pyridin-5-yl}-N4-(2-oxo-2,3-dihydro-1,3-benzoxazol-5-yl)-2,4-pyrimidinediamine